CC=1C(=NC(=C(C1)Cl)Cl)C(=O)O Methyl-5,6-dichloropicolinic acid